FC=1C(=NC=NC1)NC(CN1C(C2=CC=C(C=C2C(=N1)C(C)C)C(F)(F)F)=O)=O N-(5-fluoropyrimidin-4-yl)-2-(4-isopropyl-1-oxo-6-(trifluoromethyl)phthalazin-2(1H)-yl)acetamide